C1(CC1)C1=CC(=NN1)NC1=NC(=NC=C1)N(C)C1CC2(CN(C2)CC2=CC(=CC(=C2)F)F)C1 N4-(5-cyclopropyl-1H-pyrazol-3-yl)-N2-(2-(3,5-difluorobenzyl)-2-azaspiro[3.3]hept-6-yl)-N2-methylpyrimidine-2,4-diamine